1-ethyl-3-methylpyridinium pentafluoroethanesulfonate FC(C(S(=O)(=O)[O-])(F)F)(F)F.C(C)[N+]1=CC(=CC=C1)C